ethyl 2-(2-methoxyethyl)-1H-imidazo[1,2-b]pyrazole-7-carboxylate COCCC=1NC=2N(N=CC2C(=O)OCC)C1